CC=1N=C(SC1)NC(CCC1=NC=2C(=NC=CC2)N1CC1=CC=C(C=C1)OC(F)(F)F)=O N-(4-Methyl-thiazol-2-yl)-3-[3-(4-trifluoromethoxy-benzyl)-3H-imidazo[4,5-b]pyridin-2-yl]-propionamide